FC(C1=CC=C(C=C1)C1=CN=C(O1)NC=1C(=NC=CC1)C#N)(F)F ((5-(4-(trifluoromethyl)phenyl)oxazol-2-yl)amino)pyridinecarbonitrile